OC(CCCCCCCC(=O)OCC)C(CCCCCCO)O ethyl 9,10,16-trihydroxyhexadecanoate